1-[3-(1-hydroxyethyl)-6-[5-(3-methoxy-1-methyl-pyrazol-4-yl)-benzimidazol-1-yl]-2-pyridyl]-5-methyl-pyrazole-3-carbonitrile OC(C)C=1C(=NC(=CC1)N1C=NC2=C1C=CC(=C2)C=2C(=NN(C2)C)OC)N2N=C(C=C2C)C#N